C(C)(C)(C)OC(=O)N(C1=NC=CC(=C1)C=1OC=C(N1)C(=O)OCC)CC1CC1 ethyl 2-(2-((tert-butoxycarbonyl)(cyclopropylmethyl)amino)pyridin-4-yl)oxazole-4-carboxylate